O=C1NC(CCC1N1C(C2=CC=CC(=C2C1=O)N1CCN(CC1)CCN1CCC(CC1)C(=O)OC(C)(C)C)=O)=O tert-butyl 1-(2-(4-(2-(2,6-dioxopiperidin-3-yl)-1,3-dioxoisoindolin-4-yl)piperazin-1-yl)ethyl)piperidine-4-carboxylate